O=C1N(CCC1)CC1CCN(CC1)C1=C(C(=O)N)C=C(C=C1)C=1C=NNC1 2-(4-((2-oxopyrrolidin-1-yl)methyl)piperidine-1-yl)-5-(1H-pyrazol-4-yl)benzamide